OC1=C(C=C(C=C1)C)N1N=C2C(=N1)C=CC=C2 2-(2'-hydroxy-5'-methylphenyl)benzo-triazole